8-Cyclopentyl-N-(3-fluoro-5-(1-(4-fluorophenyl)-3-methyl-1H-pyrazol-4-yl)benzyl)-7H-purine-6-carboxamide C1(CCCC1)C1=NC2=NC=NC(=C2N1)C(=O)NCC1=CC(=CC(=C1)C=1C(=NN(C1)C1=CC=C(C=C1)F)C)F